COC1=C(CN2C([C@H]3CCN(CC[C@H]3C2=O)C(=O)OC(C)(C)C)=O)C=CC(=C1)OC (3aR,8aS)-tert-butyl 2-(2,4-dimethoxybenzyl)-1,3-dioxooctahydropyrrolo[3,4-d]azepine-6(2H)-carboxylate